(S)-1-(2-(3-acetyl-5-(imidazo[1,2-a]pyrimidin-3-yl)-1H-indazol-1-yl)acetyl)-N-(6-methylpyridin-2-yl)pyrrolidine-2-carboxamide C(C)(=O)C1=NN(C2=CC=C(C=C12)C1=CN=C2N1C=CC=N2)CC(=O)N2[C@@H](CCC2)C(=O)NC2=NC(=CC=C2)C